hexamethylenebis[3,5-di-tert-butyl-4-hydroxyhydrocinnamamide] C(C)(C)(C)C=1C=C(CC(C(=O)N)CCCCCCC(C(=O)N)CC2=CC(=C(C(=C2)C(C)(C)C)O)C(C)(C)C)C=C(C1O)C(C)(C)C